N[C@@H]1C(N(C2=C(OC1)C=C(C(=C2)N2CC1(C2)CCOCC1)F)C)=O (S)-3-Amino-8-fluoro-5-methyl-7-(7-oxa-2-azaspiro[3.5]nonan-2-yl)-2,3-diHydrobenzo[b][1,4]oxazepine-4(5H)-one